F[P-](F)(F)(F)(F)F.N1(N=NC2=C1C=CC=C2)O[P+](N(C)C)(N(C)C)N(C)C benzotriazol-1-yloxy-tris-(dimethylamino)-phosphonium hexafluorophosphate